ClC=1C(=NC=CC1)N1N=C(C=C1C(=O)NC=1C(=CC=2N(C1C(=O)NC(C)C(C)(C)C)N=CC2)C)OC 6-(1-(3-Chloropyridin-2-yl)-3-methoxy-1H-pyrazol-5-carboxamido)-N-(3,3-dimethylbutan-2-yl)-5-methylpyrazolo[1,5-a]pyridin-7-carboxamid